C(CCC)C1(NS(C2=C(N(C1)C1=CC=CC=C1)C=C(C(=C2)OCCC(=O)O)SC)(=O)=O)CCCC 3-((3,3-Dibutyl-7-(methylthio)-1,1-dioxido-5-phenyl-2,3,4,5-tetrahydro-1,2,5-benzothiadiazepin-8-yl)oxy)propanoic acid